FC(OC=1C=C2CCN(C(C2=C(C1)F)=O)C1=NC=CC(=C1CO)C=1C=C(C(N(C1)C)=O)NC(=O)[C@H]1[C@H](C1)F)F (1s,2s)-N-[5-[2-[6-(difluoromethoxy)-8-fluoro-1-oxo-3,4-dihydroisoquinolin-2-yl]-3-(hydroxymethyl)-4-pyridyl]-1-methyl-2-oxo-3-pyridyl]-2-fluoro-cyclopropanecarboxamide